C(C)OC=1C=CC2=C(OC3=C2C=CC(=C3F)B(O)O)C1F 3-ethoxy-4,6-difluoro-dibenzofuran-7-boronic acid